O[C@@H]1C[C@H](N2N=C(N=C21)C(=O)OCC)C2=CC=CC=C2 Trans-Ethyl 7-hydroxy-5-phenyl-6,7-dihydro-5H-pyrrolo[1,2-b][1,2,4]triazole-2-carboxylate